C(=O)(O)C=1C=C(C=CC1O)[NH-] N-(3-carboxy-4-hydroxyphenyl)amide